(S)-2-((7-chloro-6-(2,2-dimethoxyethyl)-1-methyl-2-oxo-1,2,3,4,5,6-hexahydrobenzo[b][1,4]diazocine-3-yl)amino)-6-methyl-4-(trifluoromethyl)nicotinonitrile ClC1=CC=CC=2N(C([C@H](CCN(C21)CC(OC)OC)NC2=C(C#N)C(=CC(=N2)C)C(F)(F)F)=O)C